ClCC(=O)[O-].[Na+].[Na+].[Na+].ClCC(=O)[O-].ClCC(=O)[O-] trisodium chloroacetate